4-(hydroxymethyl)-1,2,5-oxadiazole-3-carboxamide OCC=1C(=NON1)C(=O)N